4-(((R)-1-(3-Amino-5-(trifluoromethyl)phenyl)ethyl)amino)-2-methyl-6-(tetrahydrofuran-3-yl)-6H-[1,4]oxazino[3,2-g]quinazolin-7(8H)-one NC=1C=C(C=C(C1)C(F)(F)F)[C@@H](C)NC1=NC(=NC2=CC3=C(C=C12)N(C(CO3)=O)C3COCC3)C